nonadecyl-eicosadienoic acid C(CCCCCCCCCCCCCCCCCC)C(C(=O)O)=CC=CCCCCCCCCCCCCCCC